3,3-dimethyloctanoic acid CC(CC(=O)O)(CCCCC)C